1-{(1R)-1-[Bis(4-methoxybenzyl)amino]ethyl}cyclopropanol COC1=CC=C(CN([C@H](C)C2(CC2)O)CC2=CC=C(C=C2)OC)C=C1